1-methyl-2-oxo-1-azaspiro[4.5]decan-8-yl 4-toluenesulfonate CC1=CC=C(C=C1)S(=O)(=O)OC1CCC2(CCC(N2C)=O)CC1